1-methyl-1H-pyrazolo[3,4-d]pyrimidin-4(3aH)-one CN1N=CC2C1=NC=NC2=O